N-(5-Bromo-2-(1,1-dioxidothiomorpholino)pyridin-3-yl)benzenesulfonamide BrC=1C=C(C(=NC1)N1CCS(CC1)(=O)=O)NS(=O)(=O)C1=CC=CC=C1